C(C(C)(C)C)(=O)OC1=CC2=C(\C(=C(\CCC2)/C2=C(C=C(C=C2)Cl)Cl)\C2=CC=C(C=C2)C=C2CN(CC2)CCCF)C=C1 (Z)-8-(2,4-Dichlorophenyl)-9-(4-((1-(3-fluoropropyl)pyrrolidin-3-ylidene)methyl)phenyl)-6,7-dihydro-5H-benzo[7]annulen-3-yl pivalate